(2S)-N-{(2S,3S)-1-(1-cyanocyclobutane-1-carbonyl)-2-[(3'-fluoro[1,1'-biphenyl]-3-yl)methyl]pyrrolidin-3-yl}oxolane-2-carboxamide C(#N)C1(CCC1)C(=O)N1[C@H]([C@H](CC1)NC(=O)[C@H]1OCCC1)CC=1C=C(C=CC1)C1=CC(=CC=C1)F